N-(cyanomethyl)-2-(4-(2-ethyl-3-((4-(4-fluorophenyl)thiazol-2-yl)(methyl)amino)imidazo[1,2-a]pyridin-6-yl)piperidin-1-yl)-N-methylacetamide C(#N)CN(C(CN1CCC(CC1)C=1C=CC=2N(C1)C(=C(N2)CC)N(C)C=2SC=C(N2)C2=CC=C(C=C2)F)=O)C